CC1=C(C=2N(C=C1C1=C(C=3N=C(SC3N1)N1CCN(CC1)C(=O)OC(C)(C)C)C(C)C)N=CN2)C Tert-butyl 4-(5-(7,8-dimethyl-[1,2,4]triazolo[1,5-a]pyridin-6-yl)-6-isopropyl-4H-pyrrolo[3,2-d]thiazol-2-yl)piperazine-1-carboxylate